dibenzofuran-9-sulfonate C1=CC=CC=2OC3=C(C21)C(=CC=C3)S(=O)(=O)[O-]